Cl.N1(CCCC2=NC=CC=C12)C1=NNC2=NC(=CN=C21)N2CCC1(CC2)C[C@@H]2C[C@@H]2[C@@H]1N (1S,4S,5S)-1'-[3-(1,2,3,4-tetrahydro-1,5-naphthyridin-1-yl)-1H-pyrazolo[3,4-b]pyrazin-6-yl]spiro[bicyclo[3.1.0]hexane-3,4'-piperidin]-4-amine hydrochloride